1-[2-(5-phenoxypentanoylamino)acetyl]pyrrolidine-2-carboxamide O(C1=CC=CC=C1)CCCCC(=O)NCC(=O)N1C(CCC1)C(=O)N